FC1(CCN(CC1)N1C=C(C=CC1=O)NC(OC(C)(C)C)=O)F tert-butyl (1-(4,4-difluoropiperidin-1-yl)-6-oxo-1,6-dihydropyridin-3-yl)carbamate